tert-Butyl 5-bromo-6-methoxy-1H-indazole-1-carboxylate BrC=1C=C2C=NN(C2=CC1OC)C(=O)OC(C)(C)C